ClC1=C(C(=O)N2COC3=C(C2)C=CC=C3C3=CC(=C(C(=O)O)C=C3F)N3C2COCC3CC2)C(=CC(=C1)N1CC(C1)N1N=CC(=C1)C)Cl 4-[3-[2,6-Dichloro-4-[3-(4-methylpyrazol-1-yl)azetidin-1-yl]benzoyl]-2,4-dihydro-1,3-benzoxazin-8-yl]-5-fluoro-2-(3-oxa-8-azabicyclo[3.2.1]oct-8-yl)benzoic acid